N1N=CC(=C1)C1=CC=C2C(=N1)SC(=N2)NC2=NC=CC(=C2)CN2C(CCC2)=O 1-((2-((5-(1H-pyrazol-4-yl)thiazolo[5,4-b]pyridin-2-yl)amino)pyridin-4-yl)methyl)pyrrolidin-2-one